(2S)-N-[(1S)-1-cyano-2-(4'-cyanobiphenyl-4-yl)ethyl]-1,4-oxaazepan-2-carboxamide C(#N)[C@H](CC1=CC=C(C=C1)C1=CC=C(C=C1)C#N)NC(=O)[C@H]1OCCCNC1